(2r,3s)-2-hydroxy-4-phenylbutane O[C@H](C)CCC1=CC=CC=C1